CC(=CCCC(C)C=1C(CCC1C=C)=O)C 2-(6-methylhept-5-en-2-yl)-3-vinylcyclopent-2-en-1-one